(6-(3-methyl-1H-pyrrolo[2,3-b]pyridin-5-yl)-8-((S)-pyrrolidin-2-yl)-3,4-dihydroisoquinolin-2(1H)-yl)((R)-2-methylmorpholine) CC1=CNC2=NC=C(C=C21)C=2C=C1CCN(CC1=C(C2)[C@H]2NCCC2)N2C[C@H](OCC2)C